3-cyclohexylquinoxalin-2(1H)-one C1(CCCCC1)C=1C(NC2=CC=CC=C2N1)=O